FC1=CC=C(C=C1)C1=C(N=C(C2=CC3=C(C=C12)C=NN3)N=S(=O)(C3=CC=CC=C3)C)C(C)C ((5-(4-fluorophenyl)-6-isopropyl-1H-pyrazolo[4,3-g]isoquinolin-8-yl)imino)(methyl)(phenyl)-λ6-sulfanone